N-(4-fluorobenzyl)-3-((4-ethylphenyl)sulphonamido)-4-(4-methylpiperazin-1-yl)benzamide FC1=CC=C(CNC(C2=CC(=C(C=C2)N2CCN(CC2)C)NS(=O)(=O)C2=CC=C(C=C2)CC)=O)C=C1